TERT-BUTYL (((9H-FLUOREN-9-YL)METHOXY)CARBONYL)GLYCYLGLYCYL-L-PHENYLALANYLGLYCYLGLYCINATE C1=CC=CC=2C3=CC=CC=C3C(C12)COC(=O)NCC(=O)NCC(=O)N[C@@H](CC1=CC=CC=C1)C(=O)NCC(=O)NCC(=O)OC(C)(C)C